BrC=1C=C(C=CC1)[C@H]1CCNC=2N1N=CC2C#N (R)-7-(3-bromophenyl)-4,5,6,7-tetrahydropyrazolo[1,5-a]pyrimidine-3-carbonitrile